[Cu].[Cr].[Sn] tin-chromium-copper